OB1OCC2=C1C=C(C=C2)OCC(=O)[O-] 2-((1-hydroxy-1,3-dihydrobenzo[c][1,2]oxaborol-6-yl)oxy)acetate